6-(9a-((4-fluorophenyl)sulfonyl)-3-(perfluoropropan-2-yl)-6,6a,7,8,9,9a-hexahydro-5H-pyrrolo[2,3-H]quinoline-7-carbonyl)spiro[3.3]heptane-2-carboxylic acid FC1=CC=C(C=C1)S(=O)(=O)C12C(CCC=3C=C(C=NC13)C(C(F)(F)F)(C(F)(F)F)F)N(CC2)C(=O)C2CC1(CC(C1)C(=O)O)C2